4-([1,4'-bipiperidin]-1'-yl)-3-((4-butoxyphenyl)sulfonyl)-6-(methylthio)quinoline N1(CCCCC1)C1CCN(CC1)C1=C(C=NC2=CC=C(C=C12)SC)S(=O)(=O)C1=CC=C(C=C1)OCCCC